methyl 6-isopropoxy-2-(1-(methoxymethyl)-2-oxabicyclo[2.1.1]hexan-4-yl)-2H-pyrazolo[3,4-b]pyridine-5-carboxylate C(C)(C)OC=1C(=CC=2C(N1)=NN(C2)C21COC(C2)(C1)COC)C(=O)OC